ClC1=CC=C(C2=C1NC(=N2)C(=O)N2[C@H](C=1C(=CC=NC1CC2)C#N)C)F (S)-6-(7-Chloro-4-fluoro-1H-benzo[d]imidazole-2-carbonyl)-5-methyl-5,6,7,8-tetrahydro-1,6-naphthyridine-4-carbonitrile